(4-methoxy)phenyl-2,4-diaminopyrimidine COC1=CC=C(C=C1)C=1C(=NC(=NC1)N)N